bis[4-(2-hydroxyethylthio) phenyl] sulfide OCCSC1=CC=C(C=C1)SC1=CC=C(C=C1)SCCO